(2S,3R)-2,3-Difluoro-N-(4-((4-hydroxybenzyl)amino)phenyl)decanamid F[C@@H](C(=O)NC1=CC=C(C=C1)NCC1=CC=C(C=C1)O)[C@@H](CCCCCCC)F